2-([[4-(3,5-difluoro-2-hydroxyphenyl)cyclohexyl]oxy]methyl)pyrrolidine-1-carboxylic acid tert-butyl ester C(C)(C)(C)OC(=O)N1C(CCC1)COC1CCC(CC1)C1=C(C(=CC(=C1)F)F)O